C(C)C1=CC=C(C=C1)C(C)C1OCC(O1)C=O 2-[1-(4-ethylphenyl)ethyl]-1,3-dioxolane-4-carbaldehyde